(3R)-3-[(2S)-1-(tert-butoxy)-3-(3-hydroxyphenyl)-1-oxo(3,3-2H2)propan-2-yl]pyrrolidine-1-carboxylic acid tert-butyl ester C(C)(C)(C)OC(=O)N1C[C@H](CC1)[C@@H](C(=O)OC(C)(C)C)C([2H])([2H])C1=CC(=CC=C1)O